F[C@]1([C@@H](OC([C@H]1O)=C)N1C(NC(C=C1)=O)=O)C 1-[(2R,3R,4R)-3-fluoro-4-hydroxy-3-methyl-5-methylideneoxolan-2-yl]-1,2,3,4-tetrahydropyrimidine-2,4-dione